FC(C1CC(CC(N1)=O)=O)(F)F 6-(trifluoromethyl)piperidine-2,4-dione